NC=1N=C(SC1C(=O)C1=CC=C(OC(C(=O)NC(C)C)(C)C)C=C1)N(C1=CC=C(C=C1)F)C(C(=O)N)C [4-[4-amino-2-(N-(2-amino-1-methyl-2-oxo-ethyl)-4-fluoro-anilino)thiazole-5-carbonyl]phenoxy]-N-isopropyl-2-methyl-propanamide